tert-Butyl 4-(4-amino-3-hydroxyphenyl)-2,2-dimethyl-piperazine-1-carboxylate NC1=C(C=C(C=C1)N1CC(N(CC1)C(=O)OC(C)(C)C)(C)C)O